COC1=C2C=C(N(C2=CC=C1)C)C(=O)NC1=C(C=C(C=C1)C=1N=C(N2C1C(=NC=C2)C)[C@@H]2CC[C@H](CC2)N2CCN(CC2)C)OC 4-methoxy-N-(2-methoxy-4-(8-methyl-3-((trans)-4-(4-methylpiperazin-1-yl)cyclohexyl)-imidazo[1,5-a]pyrazin-1-yl)phenyl)-1-methyl-1H-indole-2-carboxamide